ClC=1C=C(C=2N(N1)C=CN2)N2C[C@@H](CC2)C(F)(F)F 6-chloro-8-[(3R)-3-(trifluoromethyl)pyrrolidin-1-yl]imidazo[1,2-b]pyridazine